[Sn].[Cs] cesium-tin